O1C(=CC2=C1C=CC=C2)C=2C(=C1C(=NC2)NC=C1)Cl 5-(benzofuran-2-yl)-4-chloro-1H-pyrrolo[2,3-b]pyridine